NC1=NC=CC(=C1C#CCCO)C=1C=CC(=C(C#N)C1)F 5-(2-amino-3-(4-hydroxybut-1-yn-1-yl)pyridin-4-yl)-2-fluorobenzonitrile